2-(3-(1-(2-methoxyethyl)-5-(pentan-3-ylcarbamoyl)-1H-1,2,4-triazol-3-yl)phenyl)-N-(pentan-3-yl)oxazole-5-carboxamide COCCN1N=C(N=C1C(NC(CC)CC)=O)C=1C=C(C=CC1)C=1OC(=CN1)C(=O)NC(CC)CC